OC=1C(=C(C=C(C1O)OC)C1=NC2=C(N1C1(COC1)C)C=CC(=C2)NC(C)=O)C N-(2-(3,4-dihydroxy-5-methoxy-2-methylphenyl)-1-(3-methyloxetan-3-yl)-1H-benzo[d]imidazol-5-yl)acetamide